BrC1=C2CCN([C@@H](C2=C(C=C1)O)CN1C(C2=CC=CC=C2C1)=O)C(=O)[C@H]1[C@H](CCCC1)C(=O)OCC1=C(C=C(C=C1)OC)OC 2,4-dimethoxybenzyl (1S,2r)-2-((S)-5-bromo-8-hydroxy-1-((1-oxoisoindolin-2-yl) methyl)-1,2,3,4-tetrahydroisoquinoline-2-carbonyl)-cyclohexane-1-carboxylate